tert-Butyl 5-[2-(1,3-dioxoisoindol-2-yl)ethyl]-3-acetamidoindole-1-carboxylate O=C1N(C(C2=CC=CC=C12)=O)CCC=1C=C2C(=CN(C2=CC1)C(=O)OC(C)(C)C)NC(C)=O